Cl.O1C=2C(CC1)=CSC2CNCC[C@]2(CCOC1(CCCC1)C2)C2=NC=CC=C2 (R)-N-((2,3-dihydrothieno[3,4-b]furan-6-yl)methyl)-2-(9-(pyridin-2-yl)-6-oxaspiro[4.5]decan-9-yl)ethylamine hydrochloride